1-(cis-3-acetamidocyclobutyl)-4-chloro-N-(3-fluoro-5-(phenylethynyl)pyridin-2-yl)-1H-pyrazole-5-carboxamide C(C)(=O)N[C@H]1C[C@H](C1)N1N=CC(=C1C(=O)NC1=NC=C(C=C1F)C#CC1=CC=CC=C1)Cl